OC1CCC2(CN(C2)C(=O)OC(C)(C)C)CC1 tert-Butyl 7-hydroxy-2-azaspiro[3.5]nonane-2-carboxylate